4-[(8-ethyl-8-hydroxy-6,7-dihydro-5H-quinolin-2-yl)amino]-2-[4-(4-methylpiperazin-1-yl)anilino]pyrimidine-5-carbonitrile C(C)C1(CCCC=2C=CC(=NC12)NC1=NC(=NC=C1C#N)NC1=CC=C(C=C1)N1CCN(CC1)C)O